C(C)(=O)N[C@@H](CC(=O)O)C(=O)N[C@H](C(=O)NCC1=C(C=CC(=C1)OCC1(NCC1)C)C)CCC1=CC=CC=C1 (3S)-3-acetamido-4-(((2S)-1-((2-methyl-5-((2-methylazetidin-2-yl)methoxy)benzyl)amino)-1-oxo-4-phenylbutan-2-yl)amino)-4-oxobutanoic acid